methyl-5-((R)-3-methylmorpholino)-3-(1-(tetrahydro-2H-pyran-2-yl)-1H-pyrazol-5-yl)pyrazolo[1,5-a]pyrimidin-7-amine CC1=NN2C(N=C(C=C2N)N2[C@@H](COCC2)C)=C1C1=CC=NN1C1OCCCC1